C12(CC3CC(CC(C1)C3)C2)CN2N=CC(=C2C)C(=O)C(C(=O)OCC)C(=O)OCC diethyl 2-(1-(adamantan-1-ylmethyl)-5-methyl-1H-pyrazole-4-carbonyl)malonate